CC1(CCC(CC1)C)C(=O)OC trans-methyl 1,4-dimethyl-cyclohexanecarboxylate